1-(1Z-octadecenyl)-2-(9Z,12Z,15Z-octadecatrienoyl)-glycero-3-phospho-(1'-sn-glycerol) CCCCCCCCCCCCCCCC/C=C\OC[C@H](COP(=O)(O)OC[C@H](CO)O)OC(=O)CCCCCCC/C=C\C/C=C\C/C=C\CC